N-(4-bromopyridin-2-yl)-3-[(1S,4S)-2,5-diazabicyclo[2.2.1]heptan-2-yl]propanamide BrC1=CC(=NC=C1)NC(CCN1[C@@H]2CN[C@H](C1)C2)=O